ClC=1SC(=CN1)N1N=CC(=C1)CC(=O)O 2-[1-(2-chloro-1,3-thiazol-5-yl)-1H-pyrazol-4-yl]acetic acid